N-(trans-4-(difluoromethoxy)cyclohexyl)-5-(4-methoxyquinazolin-6-yl)pyrrolo[2,1-f][1,2,4]triazin-2-amine FC(O[C@@H]1CC[C@H](CC1)NC1=NN2C(C=N1)=C(C=C2)C=2C=C1C(=NC=NC1=CC2)OC)F